C(C1=CC=CC=C1)OC=1C=C(C=CC1)P(=O)(C(=O)C1=C(C=C(C=C1C)C)C)C(=O)C1=C(C=C(C=C1C)C)C ((3-(benzyloxy)phenyl)phosphoryl)bis(mesitylmethanone)